CCCCC/C=C\C/C=C\C/C=C\C/C=C\CCCC(=O)OC[C@H](COP(=O)(O)OC[C@H](CO)O)OC(=O)CCC/C=C\C/C=C\C/C=C\C/C=C\C/C=C\CC 1-(5Z,8Z,11Z,14Z-eicosatetraenoyl)-2-(5Z,8Z,11Z,14Z,17Z-eicosapentaenoyl)-glycero-3-phospho-(1'-sn-glycerol)